ClC(C)(Cl)Cl 1-chloro-1,1-dichloroethane